tris[4-(N,N-Dimethylamino)butyl]amin CN(C)CCCCN(CCCCN(C)C)CCCCN(C)C